1-chloro-3-(2-chloropyrimidin-4-yl)imidazole ClN1CN(C=C1)C1=NC(=NC=C1)Cl